1,2,4-trithiane S1SCSCC1